o-trifluoromethoxyaniline FC(OC1=C(N)C=CC=C1)(F)F